NC=1C=C(C=C2C=C(N=NC12)NC(=O)[C@@H]1[C@@H](C1)F)C1CC1 (1R,2R)-N-(8-Amino-6-cyclopropylcinnolin-3-yl)-2-fluorocyclopropanecarboxamide